2-(pyridine-3-yl-carbamoyl)pyrrolidine-1-carboxylic acid tert-butyl ester C(C)(C)(C)OC(=O)N1C(CCC1)C(NC=1C=NC=CC1)=O